FC(CN1C(=NC=2C1=NC(=CC2)C=2C=CN1N=C(N=C(C12)NC)N[C@@H]1[C@@H](CN(CC1)C1COC1)F)C)F 5-(3-(2,2-Difluoroethyl)-2-methyl-3H-imidazo[4,5-b]pyridin-5-yl)-N2-((3R,4S)-3-fluoro-1-(oxetan-3-yl)piperidin-4-yl)-N4-methylpyrrolo[2,1-f][1,2,4]triazine-2,4-diamine